[Cl-].[Cl-].C(=O)(O)C1=CC=C(C=C1)N1C=CC(C=C1)=C1C=CN(C=C1)C1=CC=C(C=C1)C(=O)O 1,1'-bis(4-carboxyphenyl)(4,4'-bipyridine) dichloride